1-[3-(4-Chlorophenyl)phenyl]-2-(5-methyl-1,3,4-oxadiazol-2-yl)ethanol ClC1=CC=C(C=C1)C=1C=C(C=CC1)C(CC=1OC(=NN1)C)O